C(C)OC(=O)C1=C(N=C(S1)C1=CC=C(C=C1)O)C (4-hydroxyphenyl)-4-methylthiazole-5-carboxylic acid ethyl ester